2-(2,5-dioxopyrrolidin-3-yl)-4-nitroisoindoline-1,3-dione O=C1NC(CC1N1C(C2=CC=CC(=C2C1=O)[N+](=O)[O-])=O)=O